C1CNC(N2C1=C1C=CC=CC1=CC2)=O dihydropyrimido[6,1-a]isoquinolin-4-one